[I-].IC[N+](C)(C)C (iodomethyl)trimethylammonium iodide